C(CC)C1(C(=CC(=C1)CCC)CCC)[Hf](N(CC)CC)(N(CC)CC)N(CC)CC (1,2,4-tri-n-propyl-cyclopentadienyl)tris(diethylamino)hafnium